2-fluoro-4-(methylthio)benzamide FC1=C(C(=O)N)C=CC(=C1)SC